3-{{4-[(3S)-3-hydroxy-1-pyrrolidinyl]-1-piperidinyl}methyl}-6-(methylsulfonyl)-N-(1-phenylcyclopropyl)-2-(3-(trifluoromethyl)phenyl)-4-quinolinecarboxamide O[C@@H]1CN(CC1)C1CCN(CC1)CC=1C(=NC2=CC=C(C=C2C1C(=O)NC1(CC1)C1=CC=CC=C1)S(=O)(=O)C)C1=CC(=CC=C1)C(F)(F)F